FC1=CC=2N(C3=CC=C(C=C3C2C(=C1)F)F)CC1=CC=C(CP(O)(O)=O)C=C1 (4-((2,4,6-trifluoro-9H-carbazole-9-yl)methyl)benzyl)phosphonic acid